CC1N(C(C2=CC=C(C=C12)C(=O)N)=O)CC1=CC2=C(NC(O2)=O)C=C1 3-methyl-1-oxo-2-((2-oxo-2,3-dihydrobenzo[d]oxazol-6-yl)methyl)isoindoline-5-carboxamide